(S)-8-(2-benzyl-3-chloro-7-oxo-2,4,5,7-tetrahydro-6H-pyrazolo[3,4-c]pyridin-6-yl)-4,10-dimethyl-2,3,4,7,8,10-hexahydro-9H-[1,4]oxazino[2',3':4,5]benzo[1,2-b][1,4]oxazepin-9-one C(C1=CC=CC=C1)N1N=C2C(N(CCC2=C1Cl)[C@@H]1C(N(C2=C(OC1)C=C1C(=C2)OCCN1C)C)=O)=O